4-(benzo[b]thiophen-3-yl)-5-cyano-2,6-dimethyl-1,4-dihydropyridine-3-carboxylic acid ethyl ester C(C)OC(=O)C1=C(NC(=C(C1C=1C2=C(SC1)C=CC=C2)C#N)C)C